C1(CCCC1)OC=1C=C(C=CC1)B(O)O [3-(CYCLOPENTYLOXY)PHENYL]BORANEDIOL